COC=1C=C2C=C(C=NC2=CC1OCCCN1CCOCC1)C#N 6-methoxy-7-(3-morpholin-4-yl-propoxy)-quinoline-3-carbonitrile